Cl.CC1(CC1)CC(=O)O 2-(1-methylcyclopropyl)acetic acid hydrochloride